octafluorobutane FCC(C(C(F)(F)F)(F)F)(F)F